(E)-2-bromo-4-(2-(6-((2-(2-fluoroethoxy)ethyl)(methyl)amino)-5-methylbenzo[d]thiazol-2-yl)vinyl)-3-methoxyphenol BrC1=C(C=CC(=C1OC)\C=C\C=1SC2=C(N1)C=C(C(=C2)N(C)CCOCCF)C)O